(1S,3S)-3-((2-methyl-6-(1-methyl-5-((((neopentyloxy)carbonyl)amino)methyl)-1H-1,2,3-triazol-4-yl)pyridin-3-yl)oxy)cyclohexane-1-carboxylic acid CC1=NC(=CC=C1O[C@@H]1C[C@H](CCC1)C(=O)O)C=1N=NN(C1CNC(=O)OCC(C)(C)C)C